C(C)(C)(C)[Si](C)(C)OCC1CCC(CC1)C#C tert-butyl-[(4-ethynylcyclohexyl)methoxy]-dimethyl-silane